COC(=O)C1=C(N(C(C=C1/C(=C/OCC)/C)=O)C)Cl (E)-2-chloro-4-(1-ethoxyprop-1-en-2-yl)-1-methyl-6-oxo-1,6-dihydropyridine-3-carboxylic acid methyl ester